1-methyl-dicarboxyl-1,2,3,4-tetrahydro-naphthalenesuccinic anhydride CC1(C(CCC2=CC=CC=C12)(C(=O)O)C(=O)O)C1CC(=O)OC1=O